(Z)-2-(2-(dimethylamino)ethyl)-2-(oleyloxymethyl)propane-1,3-diyl dioleate C(CCCCCCC\C=C/CCCCCCCC)(=O)OCC(COC(CCCCCCC\C=C/CCCCCCCC)=O)(COCCCCCCCC\C=C/CCCCCCCC)CCN(C)C